CC1=C(C=CC(=C1C=1N=CN(C1)C)N[C@H]1CCCC2=CC=CC=C12)S(=O)(=O)N methyl-3-(1-methylimidazol-4-yl)-4-[[(1S)-tetrahydronaphthalen-1-yl]amino]benzenesulfonamide